C(CCCCCCCCCCCCCCC)(=O)OCC(OC(CCCCCCCCCCCCCCC)=O)CO 1,2-dipalmitoyl-glycerol